C(C)(C)(C)OC(=O)NCCCC[C@H](NC([C@@H](NC(COCCOCCOCCOCCOCCOCCOCCOCCOCCN1N=NC(=C1)C=1C=NC(=NC1)SC)=O)C(C)C)=O)C(=O)O N6-(tert-Butoxycarbonyl)-N2-((29-(4-(2-(methylthio)pyrimidin-5-yl)-1H-1,2,3-triazol-1-yl)-3,6,9,12,15,18,21,24,27-nonaoxa-nonacosanoyl)-L-valyl)-L-lysine